tetrahydro-2H-pyran-3-carboxylic acid methyl ester COC(=O)C1COCCC1